2-amino-1-(3-((5-fluoropyridin-2-yl)amino)-8,8-dimethyl-2-(3,4,5-trifluorophenyl)-5,6-dihydroimidazo[1,2-a]pyrazin-7(8H)-yl)-3-hydroxybutan-1-one NC(C(=O)N1C(C=2N(CC1)C(=C(N2)C2=CC(=C(C(=C2)F)F)F)NC2=NC=C(C=C2)F)(C)C)C(C)O